COC(=O)C1=CC2=C(CN([C@H](CO2)C2=CC=CC=C2)C(=O)C2CCOCC2)C=C1 (S)-3-phenyl-4-(tetrahydro-2H-pyran-4-carbonyl)-2,3,4,5-tetrahydrobenzo[f][1,4]oxazepine-8-carboxylic acid methyl ester